N1(CCOCC1)C(=O)C=1C=C(C=CC1)C1=CC=CC=2N1N=CC2C(=O)N2CCCCC2 (7-(3-(morpholine-4-carbonyl)phenyl)pyrazolo[1,5-a]pyridin-3-yl)(piperidin-1-yl)methanone